COC1=C(C=C(C=C1)N1CC(C1)OC)S(=O)(=O)N 2-methoxy-5-(3-methoxyazetidin-1-yl)benzenesulfonamide